4-(4-methoxyphenyl)-3-methyl-4-oxobut-2-enoic acid COC1=CC=C(C=C1)C(C(=CC(=O)O)C)=O